α-D-Glucopyranosylglycerol [C@H]1([C@H](O)[C@@H](O)[C@H](O)[C@H](O1)CO)C(O)C(O)CO